7-bromo-3-methyl-5-(triazol-1-yl)-1H-indole BrC=1C=C(C=C2C(=CNC12)C)N1N=NC=C1